C(C)(=O)O.COC([C@@H](NC(=O)OC(C)(C)C)CCCCN)=O Boc-L-lysine methyl ester acetate salt